bis(2-chloroethoxy)methyl ether ClCCOC(OCCCl)OC(OCCCl)OCCCl